(4-methylbenzenesulfonyl)-L-histidine CC1=CC=C(C=C1)S(=O)(=O)N[C@@H](CC1=CNC=N1)C(=O)O